2-{6-[(2,2,6,6-tetramethylpiperidin-4-yl)amino]-1,2,4-triazin-3-yl}-5-(2H-1,2,3-triazol-2-yl)pyridin-3-ol CC1(NC(CC(C1)NC1=CN=C(N=N1)C1=NC=C(C=C1O)N1N=CC=N1)(C)C)C